C(=O)O.C[C@H]1OCC[C@H](C1)N1C(=NC=2C=NC=3C=CC(=CC3C21)C#N)CC=2SC=CN2 1-[(2R,4R)-2-methyltetrahydro-2H-pyran-4-yl]-2-(1,3-thiazol-2-ylmethyl)-1H-imidazo[4,5-c]quinoline-8-carbonitrile, formate salt